CC1=CC=CC2=C1NCC1C(C(N2C)=O)N(C(C1)=O)C1=NC(=CC(=C1)C(F)(F)F)C 6,10-dimethyl-1-(6-methyl-4-(trifluoromethyl)pyridin-2-yl)-1,3a,4,5,10,11a-hexahydro-2H-benzo[b]pyrrolo[2,3-f][1,4]diazocine-2,11(3H)-dione